C(C=C)OC1=CC=C(C(=C1[C@@H]1CC2=NN=C(N2C1)[C@H]1CNCC1)Cl)Cl (S)-6-(6-(allyloxy)-2,3-dichlorophenyl)-3-((R)-pyrrolidin-3-yl)-6,7-dihydro-5H-pyrrolo[2,1-c][1,2,4]triazole